FC=1C=C(C=C2CN(C(C12)=O)C1C(NC(CC1)=O)=O)CN(C)C1CCN(CC1)C1=CC=C(C=C1)[C@H]1[C@H](CCC2=CC(=CC=C12)O)C1=CC=CC=C1 3-(7-fluoro-5-(((1-(4-((1R,2S)-6-hydroxy-2-phenyl-1,2,3,4-tetrahydronaphthalen-1-yl)phenyl)piperidin-4-yl)(methyl)amino)methyl)-1-oxoisoindolin-2-yl)piperidine-2,6-dione